COC1=C(CNC=2C=3N(C4=C(N2)N=CC(=C4)C(=O)OC)C=NC3)C=CC(=C1)OC methyl 4-((2,4-dimethoxybenzyl)amino)imidazo[1,5-a]pyrido[2,3-e]pyrazine-8-carboxylate